C(C)(C)(C)OC(CC[C@@H](C(=O)N)N1C(C2=C(C1)C(=CS2)NCC2=CC=C(C=C2)CN2CCOCC2)=O)=O (S)-5-amino-4-(3-((4-(morpholinomethyl)benzyl)amino)-6-oxo-4H-thieno[2,3-c]pyrrol-5(6H)-yl)-5-oxopentanoic acid tert-butyl ester